2,3-dimethylhydroquinone CC1=C(O)C=CC(=C1C)O